NC=1C2=C(N=CN1)N(C=C2C=2C=C(CCS(=O)(=O)N)C=CC2)[C@@H]2C[C@@H](C2)CN2CCCC2 (3-(4-amino-7-(cis-3-(pyrrolidin-1-ylmethyl)cyclobutyl)-7H-pyrrolo[2,3-d]pyrimidin-5-yl)benzyl)methanesulfonamide